C1(=CC=CC=C1)C1=CC2=C(C3=C(O2)C=CC=C3)C=C1 7-phenyldibenzofuran